C(CC)C=1C=C(C=C(C1)CCC)NC(=O)C=1C(NC(=CC1)C(F)(F)F)=O N-(3,5-dipropylphenyl)-2-oxo-6-(trifluoromethyl)-1,2-dihydropyridine-3-carboxamide